bis[(2-pyridinyl)phenyl]iridium(III) hexafluorophosphate F[P-](F)(F)(F)(F)F.N1=C(C=CC=C1)C1=C(C=CC=C1)[Ir+]C1=C(C=CC=C1)C1=NC=CC=C1